(3s,4r)-4-((5-fluoro-4-(7-fluoro-3,3-dimethyl-1,2,3,4-tetrahydrobenzo[c][2,6]naphthyridin-9-yl-1,1-d2)pyrimidin-2-yl)amino)tetrahydro-2H-pyran-3-ol FC=1C(=NC(=NC1)N[C@H]1[C@@H](COCC1)O)C1=CC2=C(N=CC=3CC(NC(C23)([2H])[2H])(C)C)C(=C1)F